5-[6-chloro-3-(1H-imidazol-5-yl)-7-(trifluoromethyl)imidazo[1,2-a]pyrimidin-2-yl]-3-(trifluoromethyl)-1H-1,2,4-triazole ClC=1C(=NC=2N(C1)C(=C(N2)C2=NC(=NN2)C(F)(F)F)C2=CN=CN2)C(F)(F)F